C(C)(C)(C)OC(=O)N1C[C@H]2N(CC1)C(CNC2=O)=O (R)-6,9-dioxohexahydro-1H-pyrazino[1,2-a]pyrazine-2(6H)-carboxylic acid tert-butyl ester